N-((1s,3s)-3-hydroxycyclobutyl)-5-(piperazin-1-yl)pyridineamide OC1CC(C1)NC(=O)C1=NC=C(C=C1)N1CCNCC1